ClC=1C=C(C=CC1)C=1C(=CC=CC1N1CC(C1)OC1=CC=C(C=C1)NC(CC=1C=NC=CC1)=O)C(=O)OC methyl 3'-chloro-6-(3-(4-(2-(pyridin-3-yl)acetamido)phenoxy)azetidin-1-yl)-[1,1'-biphenyl]-2-carboxylate